2-(3-methylmorpholino)benzo[d]oxazol-6-amine CC1COCCN1C=1OC2=C(N1)C=CC(=C2)N